NC1(CCC(CC1)CN1CCN(CC1)C1=C(C=C(C=C1)C1C(NC(CC1)=O)=O)F)C 3-[4-[4-[(4-Amino-4-methyl-cyclohexyl)methyl]piperazin-1-yl]-3-fluoro-phenyl]piperidine-2,6-dione